(S)-benzyl pyrrolidin-3-ylcarbamate N1C[C@H](CC1)NC(OCC1=CC=CC=C1)=O